Cl.F\C=C(\CN)/COC=1C=C2C=CC=NC2=CC1 (Z)-3-fluoro-2-(6-quinolinyloxymethyl)prop-2-en-1-ylamine hydrochloride